(2S,3R)-3-((tert-butyldimethylsilyl)oxy)-N-(4-fluoro-3-methylphenyl)-1-(6-methyl-4-(trifluoromethyl)pyridin-2-yl)pyrrolidine-2-carboxamide [Si](C)(C)(C(C)(C)C)O[C@H]1[C@H](N(CC1)C1=NC(=CC(=C1)C(F)(F)F)C)C(=O)NC1=CC(=C(C=C1)F)C